ClC1=C(C(=O)NC=2C=C3C=C(N(C3=CC2)C)C(=O)NCC2=CC(=CC(=C2)C(F)(F)F)F)C=C(C=C1)CNC(C(C)C)=O 5-(2-chloro-5-(isobutyrylaminomethyl)benzoylamino)-N-(3-fluoro-5-(trifluoromethyl)benzyl)-1-methyl-1H-indole-2-carboxamide